CN(CCC1(C(C=C(C=C1)NC=1N=C(C2=C(N1)N(C=C2)S(=O)(=O)C2=CC=C(C)C=C2)C2=CN(C1=CC=C(C=C21)F)C)[N+](=O)[O-])NCC)C 1-(2-(dimethylamino)ethyl)-N1-ethyl-N4-(4-(5-fluoro-1-methyl-1H-indol-3-yl)-7-tosyl-7H-pyrrolo[2,3-d]pyrimidin-2-yl)-2-nitrobenzene-1,4-diamine